1-ethyl-3-propylaminoimidazole bromide [Br-].C(C)N1CN(C=C1)NCCC